C1(CC1)N1N=CC(=C1)[C@H]1CN(CCO1)C=1N=C(C2=C(N1)N=C(C(=C2)C)C)C2=C(C=C(C=C2)F)F 2-((2S)-2-(1-cyclopropyl-1H-pyrazol-4-yl)-4-morpholinyl)-4-(2,4-difluorophenyl)-6,7-dimethylpyrido[2,3-d]pyrimidine